ClC=1C=C(C=CC1)[C@H]1OC1 (R)-3-chlorophenyloxirane